1-naphthyl-ammonium tert-butyl-3-((5-bromo-2-nitrophenyl)amino)azepane-1-carboxylate C(C)(C)(C)OC(=O)N1CC(CCCC1)NC1=C(C=CC(=C1)Br)[N+](=O)[O-].C1(=CC=CC2=CC=CC=C12)[NH3+]